methyl-methylimino-oxo-lambda6-sulfane CS(=O)=NC